2-chloro-4-(3-(9,9-dimethyl-9H-fluoren-2-yl)phenyl)-6-phenylpyrimidine ClC1=NC(=CC(=N1)C1=CC(=CC=C1)C1=CC=2C(C3=CC=CC=C3C2C=C1)(C)C)C1=CC=CC=C1